3a-(benzylcarbamoyl)-1-isobutyl-7-(2-carboxyethyl)octahydro-4H-3,6-methanopyrrolo[3,2-b]Pyridine C(C1=CC=CC=C1)NC(=O)C12NCC3C(C1N(CC2C3)CC(C)C)CCC(=O)O